COC1=CC=C2C3(CC=4C(=NOC4C2=C1)C(=O)N)CCC3 8'-methoxy-4'H-spiro[cyclobutane-1,5'-naphtho[2,1-d][1,2]oxazole]-3'-carboxamide